C(C)N(C1=CC=C(C=C1)N(C)C)CC N1,N1-diethyl-N4,N4-dimethyl-1,4-benzenediamine